FC(N1N=C(C=C1)C=O)F (1-(difluoromethyl)-1H-pyrazol-3-yl)methanone